[4-(6-fluoro-1,3-benzothiazol-2-yl)piperazin-1-yl]-(2-fluorophenyl)methanone FC1=CC2=C(N=C(S2)N2CCN(CC2)C(=O)C2=C(C=CC=C2)F)C=C1